(2R)-N-[2-(1-benzylpiperidin-4-yl)ethyl]-2-methyl-4-[4-(trifluoromethyl)pyrimidin-2-yl]piperazine-1-carboxamide C(C1=CC=CC=C1)N1CCC(CC1)CCNC(=O)N1[C@@H](CN(CC1)C1=NC=CC(=N1)C(F)(F)F)C